COC=1C=C(C=NC1)C1=CC2=C(SC(=C2C)C(=O)N(C(C)C2=CN=CO2)CCC(=O)NC)C=C1 5-(5-methoxypyridin-3-yl)-3-methyl-N-(3-(methylamino)-3-oxopropyl)-N-(1-(oxazol-5-yl)ethyl)benzo[b]thiophene-2-carboxamide